FC=1C=C2CC[C@@H](NC2=CC1)C(=O)OC (R)-Methyl 6-fluoro-1,2,3,4-tetrahydroquinoline-2-carboxylate